ClCC(=O)N1CC(C=2C1=CN(C(C2)=O)CC2=CC=C(C=C2)F)(C)C 1-(2-chloro-acetyl)-6-(4-fluoro-benzyl)-3,3-dimethyl-1,2,3,6-tetrahydro-pyrrolo[2,3-c]pyridin-5-one